CC1=C(N=C(S1)NC1=NC=CC(=C1)C)C1=NC=CC=C1 5-methyl-N-(4-methylpyridin-2-yl)-4-(pyridin-2-yl)thiazol-2-amine